N1(N=CN=C1)C[C@@]1(C[C@@H](CO1)COC1=C(C=C(C=C1)N1CCN(CC1)C1=CC=C(C(=O)NC2=CC=C(C=C2)S(NC)(=O)=O)C=C1)C)C1=C(C=C(C=C1)F)F 4-(4-(4-(((3R,5R)-5-((1H-1,2,4-triazol-1-yl)methyl)-5-(2,4-difluorophenyl)tetrahydrofuran-3-yl)methoxy)-3-methylphenyl)piperazin-1-yl)-N-(4-(N-methylsulfamoyl)phenyl)benzamide